4-(4-(4-(Trifluoromethyl)benzoyl)-3,4-dihydro-2H-pyrido[4,3-b][1,4]thiazin-8-yl)benzeneNitrile FC(C1=CC=C(C(=O)N2C3=C(SCC2)C(=CN=C3)C3=CC=C(C=C3)C#N)C=C1)(F)F